C(C=C)(=O)NCCC[N+](CC(CS(=O)(=O)[O-])O)(C)C 3-((3-acrylamidopropyl)dimethylammonio)-2-hydroxypropane-1-sulfonate